methyl-benzamide hydrochloride Cl.CC1=C(C(=O)N)C=CC=C1